C[C@]1(CC(CCC1)=O)CN1N=C2C=C(C=CC2=C1)C#N (S)-2-((1-methyl-3-oxocyclohexyl)methyl)-2H-indazole-6-carbonitrile